3-Methyl-6-(6-(1-(oxetan-3-yl)-1H-pyrazol-3-yl)imidazo[2,1-b]thiazol-5-yl)quinazolin-4(3H)-one CN1C=NC2=CC=C(C=C2C1=O)C1=C(N=C2SC=CN21)C2=NN(C=C2)C2COC2